CC([O-])CC.CC([O-])CC.CC([O-])CC.[Al+3] aluminum tri(sec-butoxide)